Rel-2-{[(1s,15S,16R,19s)-4-fluoro-10-oxo-8,18-dioxa-11-azatetracyclo[17.2.2.02,7.011,16]tricosa-2(7),3,5-trien-15-yl]amino}-1,3-thiazole-5-carbonitrile FC1=CC=2C3CCC(OC[C@H]4[C@H](CCCN4C(COC2C=C1)=O)NC=1SC(=CN1)C#N)CC3 |o1:10,11|